1-propyl-1-(triethoxysilyl)methyl-urea C(CC)N(C(=O)N)C[Si](OCC)(OCC)OCC